NC1=C(C=C(C(CNCCCCCCOCCC2=NC=CC=C2)O)C=C1Cl)Cl (-)-4-amino-3,5-dichloro-α-[[[6-[2-(2-pyridyl)ethoxy]hexyl]-amino]methyl]benzyl alcohol